C(#N)N1C[C@]2(CCC2C1)NC(=O)C=1SC(=CN1)C=1C=NC=CC1SC1=CC=CC=C1 N-((1R)-3-Cyano-3-azabicyclo[3.2.0]heptan-1-yl)-5-(4-(phenylthio)pyridin-3-yl)thiazol-2-carboxamid